3-fluoro-2-((trifluoromethyl)thio)pyridin-4-amine FC=1C(=NC=CC1N)SC(F)(F)F